OC(CCCCCCCCC(=O)O)CCC(C\C=C/CC)O (15Z)-10,13-dihydroxyoctadeca-15-enoic acid